NCCC1=CC=C(C=C1)NC(CN1CCC(CC1)F)=O N-(4-(2-aminoethyl)phenyl)-2-(4-fluoropiperidin-1-yl)acetamide